OCC=1C=C(C=CC1)NC(=O)C1CNC2=CC=CC=C2C1 N-(3-(hydroxymethyl)phenyl)-1,2,3,4-tetrahydroquinoline-3-carboxamide